bis(4-(tertbutyl)phenyl)amine C(C)(C)(C)C1=CC=C(C=C1)NC1=CC=C(C=C1)C(C)(C)C